N1(CCC1)C=1N=C(C2=C(N1)C=NC(=C2)N2CCCC2)N[C@H](C)C2=CC(=CC(=C2)C(F)(F)F)[N+](=O)[O-] (R)-2-(azetidin-1-yl)-N-(1-(3-nitro-5-(trifluoromethyl)phenyl)ethyl)-6-(pyrrolidin-1-yl)pyrido[3,4-d]pyrimidin-4-amine